di-tert-butyl (R,E)-4-(4-fluorobenzylidene)pyrrolidine-1,2-dicarboxylate FC1=CC=C(\C=C\2/C[C@@H](N(C2)C(=O)OC(C)(C)C)C(=O)OC(C)(C)C)C=C1